C(C=C)(=O)N1[C@H](CN(C[C@H]1C)C1=NC(N2C3=C(C(=C(C=C13)C(F)(F)F)C1=CC=C(C=C1)F)SC[C@H](C2)CO)=O)C (R)-8-((3S,5R)-4-acryloyl-3,5-dimethylpiperazin-1-yl)-11-(4-fluorophenyl)-3-(hydroxymethyl)-10-(trifluoromethyl)-3,4-dihydro-2H,6H-[1,4]thiazepino[2,3,4-ij]quinazolin-6-one